2-(1,3-dioxoisoindolin-2-yl)-N-methylethanesulphonamide O=C1N(C(C2=CC=CC=C12)=O)CCS(=O)(=O)NC